ClC=1C(=NC=NC1)O[C@H]1[C@@H]2[C@H](OC1)[C@@H](CO2)OC(C)C 5-Chloro-4-(((3R,3aR,6R,6aR)-6-isopropoxyhexahydrofuro[3,2-b]furan-3-yl)oxy)pyrimidine